C(=O)(O)C1(OCCCO1)C (Z)-2-CARBOXY-2-METHYL-1,3-DIOXANE